ClC=1C(=NC(=NC1)NC1=CC(=C(C=C1OC(C)C)C1CCN(CC1)CC(=O)O)C)NC1=C(C=CC=C1)S(=O)(=O)C(C)C 2-(4-(4-((5-Chloro-4-((2-(isopropylsulfonyl)phenyl)amino)pyrimidin-2-yl)amino)-5-isopropoxy-2-methylphenyl)piperidin-1-yl)acetic acid